5-bromo-2,4-difluoro-benzoyl chloride BrC=1C(=CC(=C(C(=O)Cl)C1)F)F